(rac)-N-butyl-N-(bis([1,1':3',1''-terphenyl]-5'-yl)phosphanyl)-2,5-diphenylphospholan-1-amine C(CCC)N(P1C(CCC1C1=CC=CC=C1)C1=CC=CC=C1)P(C=1C=C(C=C(C1)C1=CC=CC=C1)C1=CC=CC=C1)C=1C=C(C=C(C1)C1=CC=CC=C1)C1=CC=CC=C1